C(C)C1=CC=C(CN2C=C3C(C=4C=CC=NC24)=CCN(C3)CC3=CC(=CC=C3)C#N)C=C1 6-(4-Ethylbenzyl)-3-(3-cyanobenzyl)-2,3,4,6-tetrahydropyrido[3,4-c][1,8]naphthyridine